tert-butyl (4-(2-(4-(benzo[b]thiophen-4-yl)piperazin-1-yl)ethyl)cyclohex-3-en-1-yl)carbamate S1C2=C(C=C1)C(=CC=C2)N2CCN(CC2)CCC2=CCC(CC2)NC(OC(C)(C)C)=O